O=C1NN=C(C2=CC=CC=C12)CC=1C=C(C=CC1)C1=CC2=C(NC(=N2)NC(OC)=O)C=C1 Methyl (5-(3-((4-oxo-3,4-dihydrophthalazin-1-yl)methyl)phenyl)-1H-benzoimidazol-2-yl)carbamate